CN(C=1SC=2N=C(SC2N1)C1=NC=C(C=N1)C=1C=NNC1)C1CC(NC(C1)(C)C)(C)C N-Methyl-5-[5-(1H-pyrazol-4-yl)pyrimidin-2-yl]-N-(2,2,6,6-tetramethylpiperidin-4-yl)[1,3]thiazolo[5,4-d][1,3]thiazol-2-amin